CN1N=NC2=C1C=C(C=C2)C=2C=CN1N=C(N=CC12)NCC(F)(F)F 5-(1-methyl-1H-benzo[d][1,2,3]triazol-6-yl)-N-(2,2,2-trifluoroethyl)pyrrolo[2,1-f][1,2,4]triazin-2-amine